C(C)(C)(C)OC(=O)N1[C@H](C[C@H](C1)N(C)C)C(=O)OCC1=CC=CC=C1 (2R,4R)-4-(dimethylamino)pyrrolidine-1,2-dicarboxylic acid 2-benzyl 1-tert-butyl ester